BrC=1C=C(OCCNC(OCC2=CC=CC=C2)=O)C=CC1 Benzyl (2-(3-bromophenoxy)ethyl)carbamate